8-(4-(3-fluorophenyl)-1H-1,2,3-triazol-1-yl)-7-methoxy-N-methyl-2-phenylhexahydropyrano[3,2-d][1,3]Dioxine-6-carboxamide FC=1C=C(C=CC1)C=1N=NN(C1)C1C(C(OC2C1OC(OC2)C2=CC=CC=C2)C(=O)NC)OC